BrC1=CC(=C2C(=N1)C=NN2C(C)C)N[C@@H]2COCCC2 (S)-5-bromo-1-isopropyl-N-(tetrahydro-2H-pyran-3-yl)-1H-pyrazolo[4,3-b]pyridin-7-amine